ClC1=CC(=CC=N1)C(F)(F)F 6-chloro-4-(trifluoromethyl)pyridine